[N+](=O)([O-])C1=C(C=CC=C1)NCCNCC(COC1=CC=CC=C1)O ((2-((2-nitrophenyl)amino)ethyl)amino)-3-phenoxypropan-2-ol